(3R)-3-(tert-butoxycarbonylamino)-5-[(4-chlorophenyl)methyl]-6-fluoro-4-oxo-2,3-dihydro-1,5-benzothiazepine-7-carboxylic acid C(C)(C)(C)OC(=O)N[C@H]1CSC2=C(N(C1=O)CC1=CC=C(C=C1)Cl)C(=C(C=C2)C(=O)O)F